ClC1=CC=C(COC2=CC=C(C(=C2C2=CC=C(C=C2)CCOC=2C=C3C(N(C(C3=CC2)=O)C2C(NC(CC2)=O)=O)=O)O)C2=NN(C(=C2)C(F)(F)F)C)C=C1 5-(2-(6'-((4-chlorobenzyl)oxy)-2'-hydroxy-3'-(1-methyl-5-(trifluoromethyl)-1H-pyrazol-3-yl)-[1,1'-biphenyl]-4-yl)ethoxy)-2-(2,6-dioxopiperidin-3-yl)isoindoline-1,3-dione